glycerol dilaurate monobutyrate C(CCC)(=O)OCC(COC(CCCCCCCCCCC)=O)OC(CCCCCCCCCCC)=O